propane-1,2,3-triyl triacetate C(C)(=O)OCC(COC(C)=O)OC(C)=O